3-[6-[(1-methylpyrrolidin-3-yl)oxy]pyridin-2-yl]-1H-indole-7-carbonitrile CN1CC(CC1)OC1=CC=CC(=N1)C1=CNC2=C(C=CC=C12)C#N